FC(CN1N=CC=2C1=NC(=CN2)NC2C[C@@H]1[C@@H](CN(C1)C1=NC(=CC=C1)C(F)(F)F)C2)F (3aR,5R,6aS)-N-[1-(2,2-difluoroethyl)-1H-pyrazolo[3,4-b]pyrazin-6-yl]-2-[6-(trifluoromethyl)pyridin-2-yl]-octahydrocyclopenta[c]pyrrol-5-amine